2-(2-aminothiazol-4-yl)-N-{4-[2-(phenylethylamino)ethyl]phenyl}acetamide NC=1SC=C(N1)CC(=O)NC1=CC=C(C=C1)CCNCCC1=CC=CC=C1